C1(CCC1)OC1=C2CC[C@@H](N(C2=CC=C1C=1C=NN(C1)C1CCS(CC1)(=O)=O)C(=O)C1CC1)C 4-[4-[(2S)-5-cyclobutoxy-1-cyclopropanecarbonyl-2-methyl-1,2,3,4-tetrahydroquinolin-6-yl]-1H-pyrazol-1-yl]-1λ6-thiane-1,1-dione